C(C1=CC=CC=C1)P1(OC2=CC=CC=C2C=2C=CC=CC12)=O 9,10-dihydro-10-benzyl-9-oxa-10-phosphaphenanthrene-10-oxide